C(C(CCCCCCCCCCCCCCCCC)O)O nonadecane-1,2-diol